NC1=C2N=CN(C2=NC(=N1)F)[C@H]1C[C@@H]([C@@](O1)(C#C)COP(=O)(OC1=CC=CC=C1)N[C@@H](C)C(=O)OCCCCCCCCCCCCC)O Tridecyl ((((2R,3S,5R)-5-(6-amino-2-fluoro-9H-purin-9-yl)-2-ethynyl-3-hydroxytetrahydrofuran-2-yl)methoxy)(phenoxy)-phosphoryl)-L-alaninate